C(C)(C)OC(=O)C=1C(=NC(=NC1)Cl)N1CC2(C3=NC(=CC=C31)C)CC2.C2(=CC=CC=C2)C(C(=O)C2=CC=C(C=C2)C)C 2-phenyl-1-(p-tolyl)propan-1-one isopropyl-2-chloro-4-(5'-methylspiro[cyclopropane-1,3'-pyrrolo[3,2-b]pyridin]-1'(2'H)-yl)pyrimidine-5-carboxylate